methyl 2-(2-chloropyrimidin-4-yl)-butanoate ClC1=NC=CC(=N1)C(C(=O)OC)CC